FC(CN1N=CC=2C1=NC(=CN2)N2CC1(C2)CCN(CC1)C=1C=NC=C(C1)C(F)(F)F)F 2-[1-(2,2-difluoroethyl)-1H-pyrazolo[3,4-b]pyrazin-6-yl]-7-[5-(trifluoromethyl)pyridin-3-yl]-2,7-diazaspiro[3.5]nonane